C(C)SC(CCCCC)(SCC)SCC tri(ethylthio)hexane